FC1(CN(CCC1C(=O)N1CCOC2=C(C1)C=NC=C2C#N)C2=NC=CC=1N2N=CN1)F 4-[3,3-difluoro-1-([1,2,4]triazolo[1,5-c]pyrimidin-5-yl)piperidine-4-carbonyl]-3,5-dihydro-2H-pyrido[3,4-f][1,4]oxazepine-9-carbonitrile